FC1=CC=C(CC2=CC3=C(OC[C@@H](N3C(=O)OCC3=CC=CC=C3)C)N=C2C(NCCN2CCN(CC2)C)=O)C=C1 benzyl (S)-7-(4-fluorobenzyl)-2-methyl-6-((2-(4-methylpiperazin-1-yl)ethyl)carbamoyl)-2,3-dihydro-1H-pyrido[2,3-b][1,4]oxazine-1-carboxylate